N4-[(1R)-1,2-dimethylpropyl]quinoline-3,4-diamine C[C@H](C(C)C)NC1=C(C=NC2=CC=CC=C12)N